FC1=CC=CC(=C1C(=O)O)C 6-Fluoro-2-methylbenzoic acid